C1(CC1)C1=C(C=C(C(=C1)I)CC)N(C(C#CC)=O)C1=CC=C2C(=N1)C(N(C2)C)=O N-(2-cyclopropyl-5-ethyl-4-iodophenyl)-N-{6-methyl-7-oxo-5H-pyrrolo[3,4-b]pyridin-2-yl}but-2-ynamide